1-bromodibenzo-[b,d]thiophene BrC1=CC=CC=2SC3=C(C21)C=CC=C3